butyl (1-(6-(3-cyano-2-hydroxyphenyl)-3-(3,5-difluorophenyl)quinolin-4-yl)piperidin-4-yl)carbamate C(#N)C=1C(=C(C=CC1)C=1C=C2C(=C(C=NC2=CC1)C1=CC(=CC(=C1)F)F)N1CCC(CC1)NC(OCCCC)=O)O